OC1=CC(=CC=2C(C3=CC=CC(=C3C(C12)=O)O)=O)C 1,8-Dihydroxy-3-methylanthracene-9,10-dione